CS(=O)(=O)OCC1=NC=C(C=C1OCC(F)(F)F)F (5-fluoro-3-(2,2,2-trifluoroethoxy)pyridin-2-yl)methyl methanesulfonate